COC1=CC=C(C=N1)C1=CC=2C3=C(C=NC2C=C1)N(C(N3C3=CC(=C(C=C3)N3CCN(CC3)C=3N=CC1=C(N3)CCNC1)C(F)(F)F)=O)C 8-(6-methoxypyridin-3-yl)-3-methyl-1-(4-(4-(5,6,7,8-tetrahydropyrido[4,3-d]pyrimidin-2-yl)piperazin-1-yl)-3-(trifluoromethyl)phenyl)-1H-imidazo[4,5-c]quinolin-2(3H)-one